ethyltri-n-propoxysilane C(C)[Si](OCCC)(OCCC)OCCC